tert-Butyl 4-(4-fluoro-1-{2-oxo-2-[(2R)-2-(trifluoromethyl)morpholin-4-yl]ethyl}-1H-indol-3-yl)piperidine-1-carboxylate FC1=C2C(=CN(C2=CC=C1)CC(N1C[C@@H](OCC1)C(F)(F)F)=O)C1CCN(CC1)C(=O)OC(C)(C)C